1-(4-(3,3-DIFLUOROAZETIDIN-1-YL)PYRIDIN-2-YL)-N-(6-METHOXY-1-METHYL-1H-INDAZOL-7-YL)-1H-PYRAZOLE-4-SULFONAMIDE FC1(CN(C1)C1=CC(=NC=C1)N1N=CC(=C1)S(=O)(=O)NC=1C(=CC=C2C=NN(C12)C)OC)F